O[C@@H]1CC[C@@]2([C@H]3C[C@@H]([C@@]4([C@H](CC[C@H]4[C@@H]3CC[C@@H]2C1)[C@@H](CCC(=O)N[C@H](C(=O)O)CC1=CC=C(C=C1)O)C)C)O)C (S)-2-((R)-4-((3R,5R,8R,9S,10S,12S,13R,14S,17R)-3,12-dihydroxy-10,13-dimethyl-hexadecahydro-1H-cyclopenta[a]phenanthren-17-yl)pentanamido)-3-(4-hydroxyphenyl)propanoic acid